Tert-butyl-3-(8-(2,4-dimethoxybenzyl)-6,7-dioxo-5,6,7,8-tetrahydropteridin-4-yl)-3,8-diazabicyclo[3.2.1]octane-8-carboxylate C(C)(C)(C)OC(=O)N1C2CN(CC1CC2)C2=NC=NC=1N(C(C(NC21)=O)=O)CC2=C(C=C(C=C2)OC)OC